7-Bromo-5-isopropoxy-3-methylquinoxalin-2(1H)-one BrC1=CC(=C2N=C(C(NC2=C1)=O)C)OC(C)C